The molecule is an organosulfinic acid that is benzenesulfinic acid in which the hydrogen at position 2 has been replaced by a 2-hydroxyphenyl group. It is a member of hydroxybiphenyls and an organosulfinic acid. It is a conjugate acid of a 2'-hydroxybiphenyl-2-sulfinate. C1=CC=C(C(=C1)C2=CC=CC=C2S(=O)O)O